CC=1N=NC(=NN1)C1=CC=NC=C1 3-methyl-6-(pyridin-4-yl)-1,2,4,5-tetrazine